cyclopentyl α-methallyloxymethylacrylate C(C(C)=C)OCC(C(=O)OC1CCCC1)=C